bis(1,4-diazabicyclo[2.2.2]octane) hexyl-ammonium salt C(CCCCC)[NH3+].N12CCN(CC1)CC2.N21CCN(CC2)CC1